N1(CCCCC1)C(=O)ON(C=1C=C2CN(C(C2=CC1)=O)C1C(NC(CC1)=O)=O)C(C)(C)C tert-butyl-((2-(2,6-dioxopiperidin-3-yl)-1-oxoisoindolin-5-yl) amino) piperidine-1-carboxylate